(dibenzofuranyl)[(carbazolyl)phenyl]amine C1(=CC=CC=2OC3=C(C21)C=CC=C3)NC3=C(C=CC=C3)C3=CC=CC=2C1=CC=CC=C1NC32